tert-butyl (2-(2-(3-aminophenoxy)ethoxy)ethyl)carbamate NC=1C=C(OCCOCCNC(OC(C)(C)C)=O)C=CC1